3-(2-bromo-5-fluoro-4-methoxy-anilino)-3-oxo-propanoic acid BrC1=C(NC(CC(=O)O)=O)C=C(C(=C1)OC)F